C(CCC)[Sn](C1=CC=C(S1)C=1SC(=CC1)CCCCCC)(CCCC)CCCC tributyl-(5'-hexyl-[2,2'-bithiophene]-5-yl)stannane